C(OCCCCC1=C(C(OC12CCCCC2)=O)C2=C(C=C(C=C2)Cl)Cl)([O-])=O 3-(2,4-dichlorophenyl)-2-oxo-1-oxaspiro[4.5]dec-3-en-4-ylbutyl carbonate